5,5,5-trifluoroleucine FC(C(C[C@H](N)C(=O)O)C)(F)F